CN([C@@H](CC1=CC=C(C=C1)O)C(=O)O)C(=O)OC(C)(C)C methyl-(tert-butoxycarbonyl)-L-tyrosine